2-((2S)-1-((Z)-2-fluoro-3-(pyridin-2-yl)acryloyl)-4-(8-fluoro-7-(5-methyl-1H-indazol-4-yl)-2-(((S)-1-methylpyrrolidin-2-yl)methoxy)quinazolin-4-yl)piperazin-2-yl)acetonitrile F\C(\C(=O)N1[C@H](CN(CC1)C1=NC(=NC2=C(C(=CC=C12)C1=C2C=NNC2=CC=C1C)F)OC[C@H]1N(CCC1)C)CC#N)=C/C1=NC=CC=C1